N1C=CC=2C1=NC=CC2[C@@H](C)OC=2C=C1C(=NNC1=CC2)C=2C=CC(=NC2)N2CC1(C2)CCN(CC1)S(=O)(=O)C (R)-2-(5-(5-(1-(1H-pyrrolo[2,3-b]pyridin-4-yl)ethoxy)-1H-indazol-3-yl)pyridin-2-yl)-7-(methylsulfonyl)-2,7-diazaspiro[3.5]nonane